O1C(=CC=C1)C1=NCCC2=CC=CC=C12 1-(2-furyl)-3,4-dihydroisoquinoline